diphenylmethane-4,4-dicarboxylic acid C1=CC(=CC=C1CC2=CC=C(C=C2)C(=O)O)C(=O)O